((2-(2,6-dioxopiperidin-3-yl)-1-oxoisoindolin-5-yl)methyl)-2-oxoacetamide O=C1NC(CCC1N1C(C2=CC=C(C=C2C1)CC(C(=O)N)=O)=O)=O